(2R,3R,11bR)-9-cyclopropoxy-3-(2,2-dimethylpropyl)-10-methoxy-1H,2H,3H,4H,6H,7H,11bH-pyrido[2,1-a]isoquinolin-2-ol C1(CC1)OC=1C=C2CCN3[C@@H](C2=CC1OC)C[C@H]([C@@H](C3)CC(C)(C)C)O